Chloroplatinic Acid hydrate [H+].[H+].O.Cl[Pt-2](Cl)(Cl)(Cl)(Cl)Cl